COC=1C=CC(=C(C1)C(C(=O)O)C)OCC1=CC(=CC=C1)OC(F)(F)F (5-methoxy-2-((3-(trifluoromethoxy)benzyl)oxy)phenyl)propionic acid